C(C1=CC(C(=O)OCC(CCCCC)CCC)=CC=C1)(=O)OCCCCCCCCCC n-Decyl (2-propylheptyl) isophthalate